[Ni](O)(O)O Nickel (III) Hydroxid